L-alanine 3,3-dimethylpentanoate CC(CC(=O)O)(CC)C.N[C@@H](C)C(=O)O